[Cl-].C(C)N(CC)CC triethylamine chloride